C(C)N(C)C ethyldimethylamine